NC=1C=C(CN2C3=NC(=NC(=C3N=C2Br)N)F)C=CC1 9-(3-aminobenzyl)-8-bromo-2-fluoro-9H-purine-6-amine